rac-benzyl ((2S,3R,4R)-1-acetyl-6-bromo-2-cyclopropyl-3-methyl-1,2,3,4-tetrahydro-1,5-naphthyridin-4-yl)carbamate C(C)(=O)N1[C@H]([C@@H]([C@H](C2=NC(=CC=C12)Br)NC(OCC1=CC=CC=C1)=O)C)C1CC1 |r|